(S,E)-(4-(1-(4-(2-(4-((4-(2-(2,6-dioxopiperidin-3-yl)-1-oxoisoindolin-5-yl)piperazin-1-yl)methyl)piperidin-1-yl)ethoxy)phenyl)-2-phenylbut-1-en-1-yl)phenyl)boronic acid O=C1NC(CC[C@@H]1N1C(C2=CC=C(C=C2C1)N1CCN(CC1)CC1CCN(CC1)CCOC1=CC=C(C=C1)\C(=C(/CC)\C1=CC=CC=C1)\C1=CC=C(C=C1)B(O)O)=O)=O